O1C(COC2=C1C=CC=C2)C2=CC=C(CN1CC(C1)OC)C=C2 1-[4-(2,3-dihydro-1,4-benzodioxin-2-yl)benzyl]-3-methoxyazetidine